NCCCCOCCN1CCN(CC1)C1=NC2=CC=CC=C2C(=N1)C=1C(NC(C1C1=CNC2=CC=CC=C12)=O)=O 3-(2-(4-(2-(4-Aminobutoxy)ethyl)piperazin-1-yl)quinazolin-4-yl)-4-(1H-indol-3-yl)-1H-pyrrole-2,5-dione